ClC=1C=C(C=CC1)[C@@H]1N(CCC1)C1=NC=2N(C=C1)N=CC2C=2C=CC(=C(C#N)C2)P(=O)(C)C (R)-5-(5-(2-(3-chlorophenyl)pyrrolidin-1-yl)pyrazolo[1,5-a]pyrimidin-3-yl)-2-(dimethylphosphoryl)benzonitrile